C1(CCCC1)C=1N(C=CN1)C1=C(C=CC=C1)C(F)(F)F 2-cyclopentyl-1-[2-(trifluoromethyl)phenyl]-1H-imidazol